CC=1C=C(C=C(C1OCC=C)C)[S](C1=CC=CC=C1)C1=CC=CC=C1 (3,5-dimethyl-4-allyloxyphenyl)diphenyl-sulfur